N-(3-nitro-4-[[(oxacyclohexan-4-yl)methyl]amino]benzenesulfonyl)benzamide methyl-(S)-2-((tert-butyloxycarbonyl)amino)-3-(1-methyl-1,2,5,6-tetrahydropyridin-3-yl)propionate COC([C@H](CC=1CN(CCC1)C)NC(=O)OC(C)(C)C)=O.[N+](=O)([O-])C=1C=C(C=CC1NCC1CCOCC1)S(=O)(=O)NC(C1=CC=CC=C1)=O